1-({3,4-difluoro-2-[(2-fluoro-4-iodophenyl)amino]phenyl}carbonyl)-3-(1H-imidazol-1-ylmethyl)azetidin-3-ol FC=1C(=C(C=CC1F)C(=O)N1CC(C1)(O)CN1C=NC=C1)NC1=C(C=C(C=C1)I)F